C(C)(C)(C)OC(=O)N1CC=2N(CCC1)N=C(C2)C(=O)O 5-(tert-butoxycarbonyl)-5,6,7,8-tetrahydro-4H-pyrazolo[1,5-A][1,4]diazepine-2-carboxylic acid